hexafluoropropylen carbamate C(N)(O)=O.FC(C(=C(F)F)F)(F)F